C(C)OCCN(CCC(C(=O)O)NC(=O)N1C(CCC1)C)CCCCC1=NC=2NCCCC2C=C1 4-[2-ethoxyethyl-[4-(5,6,7,8-tetrahydro-1,8-naphthyridin-2-yl)butyl]amino]-2-[[2-methylpyrrolidine-1-carbonyl]amino]butanoic acid